7-(6-fluoro-2-methylpyridin-3-yl)-N-methylquinoxalin-2-amine FC1=CC=C(C(=N1)C)C1=CC=C2N=CC(=NC2=C1)NC